C(CCCCCCCCCCCCC(C(=O)O)(CCCCCCC)CCCCCCC)C(C(=O)O)(CCCCCCC)CCCCCCC tridecane-1,13-diylbis(2-heptylnonanoic acid)